ClC1=C(C(=CC=C1Cl)O)[C@H]1C[C@@H]2N(C(CN(C2)[C@H]2[C@@H]([C@@H](CC2)O)O)=O)C1 |o1:17| (7R,8aS)-7-(2,3-dichloro-6-hydroxyphenyl)-2-[(2S,3R)-rel-2,3-dihydroxycyclopentyl]-hexahydropyrrolo[1,2-a]pyrazin-4-one